C(C)(C)C1[C@H]2C=C[C@@H]([C@H]1[N+](=O)[O-])C2 |r| rac-(1S,4R,6R)-5-isopropyl-6-nitro-bicyclo[2.2.1]hept-2-ene